FC=1C(=C(N2N=C(N=CC21)NC2CCN(CC2)S(=O)(=O)C)C(C)C)C#N 5-fluoro-7-isopropyl-2-((1-(methylsulfonyl)piperidin-4-yl)amino)pyrrolo[2,1-f][1,2,4]triazine-6-carbonitrile